1-(4-cyano-3-trifluoromethyl-phenyl)-3-[7-(4-cyano-3-trifluoromethyl-phenyl)-6-thioxo-5-p-tolyl-5,7-diaza-spiro[3.4]oct-8-ylidene]-thiourea C(#N)C1=C(C=C(C=C1)NC(=S)N=C1N(C(N(C12CCC2)C2=CC=C(C=C2)C)=S)C2=CC(=C(C=C2)C#N)C(F)(F)F)C(F)(F)F